2-fluoro-N-[2-(1H-indazol-5-yl)thieno[3,2-c]pyridin-4-yl]-N-[(3R)-3-piperidyl]-4-(triazolo[4,5-b]pyridin-3-yl)benzamide FC1=C(C(=O)N([C@H]2CNCCC2)C2=NC=CC3=C2C=C(S3)C=3C=C2C=NNC2=CC3)C=CC(=C1)N1N=NC=3C1=NC=CC3